OC1=C(C=CC=C1)C1=CC2=C(NC3=CC=C(C=C23)C2CCN(CC2)C2CCN(CC2)C2CC3(CC(C3)C(=O)OC)C2)N=N1 Methyl 6-(4-(3-(2-hydroxyphenyl)-9H-pyridazino[3,4-b]indol-6-yl)-[1,4'-bipiperidin]-1'-yl)spiro[3.3]heptane-2-carboxylate